CC(C)([Si](OCCCOCCOCCCNC(OC(C)(C)C)=O)(C)C)C tert-Butyl (2,2,3,3-tetramethyl-4,8,11-trioxa-3-silatetradecan-14-yl)carbamate